FC=1C=C(C=NC1C=1NC=C(N1)C(F)(F)F)C(=O)OC methyl 5-fluoro-6-[4-(trifluoromethyl)-1H-imidazol-2-yl]pyridine-3-carboxylate